N=1CCN2C1C=CC=C2 2,3-dihydroimidazo[1,2-a]pyridine